tert-butyl (S)-4-(2-(3-(5-chloro-2-(2-methylazetidin-1-yl)-6-(trifluoromethyl)pyrimidine-4-yl)-1,2,4-oxadiazol-5-yl)-propanoyl)piperidine-1-carboxylate ClC=1C(=NC(=NC1C(F)(F)F)N1C(CC1)C)C1=NOC(=N1)[C@@H](C(=O)C1CCN(CC1)C(=O)OC(C)(C)C)C